BrCC(=O)C1=C(C=CC=C1)C(C)C 2-bromo-1-(2-isopropylphenyl)ethan-1-one